N(=NC1=C(C#N)C=CC=C1)C1=C(C#N)C=CC=C1 azobisbenzonitrile